O=C1C2CCC1CC2 7-oxo-norbornane